C12CCCCC2(O1)C12CCCCC2O1 6-(7-oxabicyclo[4.1.0]heptane-6-yl)-7-oxabicyclo[4.1.0]heptane